benzyl((1R,2R)-2-(difluoromethoxy)cyclopentyl)carbamate C(C1=CC=CC=C1)OC(N[C@H]1[C@@H](CCC1)OC(F)F)=O